S1C=CC2=C1C=C(C=C2)CCC2=C(C(=CC=C2Cl)F)C=2C(N(N=C(C2O)C)C)=O 4-[2-[2-(benzothien-6-yl)ethyl]-3-chloro-6-fluoro-phenyl]-5-hydroxy-2,6-dimethyl-pyridazin-3-one